4-octyl-N-phenyl-1-naphthylamine C(CCCCCCC)C1=CC=C(C2=CC=CC=C12)NC1=CC=CC=C1